1-nonadecanoyl-2-(5Z,8Z,11Z,14Z,17Z-eicosapentaenoyl)-glycero-3-phosphocholine CCCCCCCCCCCCCCCCCCC(=O)OC[C@H](COP(=O)([O-])OCC[N+](C)(C)C)OC(=O)CCC/C=C\C/C=C\C/C=C\C/C=C\C/C=C\CC